C(#N)C1=C(C=CC=C1)C=1C(=NC=CC1)C(C)(C)C1=NC=CC=C1C1=C(C=CC=C1)C#N.[Pt+2] platinum(II) {bis[(cyanophenyl)pyridinyl]propane}